5-(2-fluoro-6-hydroxy-4-(pyridin-3-yl)phenyl)-1,2,5-thiadiazolidin-3-one 1,1-dioxide FC1=C(C(=CC(=C1)C=1C=NC=CC1)O)N1CC(NS1(=O)=O)=O